BrC=1C=C(C=CC1)NC(CCC)=O N-(3-bromophenyl)butanamide